FC1=C(C=CC=C1F)NC(OC1=CC=CC=C1)=O phenyl 2,3-difluorophenylcarbamate